ClC=1C(=C(C=CC1)NC1=NC=NC2=CC(=C(C=C12)[N+](=O)[O-])C#C[C@]1(CN(CC1)C)OC)F N-(3-chloro-2-fluoro-phenyl)-7-[2-[(3R)-3-methoxy-1-methyl-pyrrolidin-3-yl]ethynyl]-6-nitro-quinazolin-4-amine